BrC=1C=C(C(=NC1)OC)F 5-Bromo-3-fluoro-2-methoxy-pyridine